C1(=CC=CC=C1)CCCC1=NOC(=N1)[C@H]1N(CCC1)C(=O)OC1CC(CCC1C(C)C)C (-)-Menthyl (S)-2-(3-(3-phenylpropyl)-1,2,4-oxadiazol-5-yl)pyrrolidine-1-carboxylate